C([C@@H](CCC)N)N (2R)-pentane-1,2-diamine